cis-(Z)-6-Hydroxy-1-methylcyclooct-4-ene-1-carboxylic Acid O[C@@H]1\C=C/CC[C@@](CC1)(C(=O)O)C